FC(C1=CC(=C(OCC2=NC=CC(=C2)OC2CCN(CC2)CC2=NC3=C(N2C[C@H]2OCC2)C=C(C=C3F)C(=O)O)C=C1)F)F 2-({4-[(2-{[4-(difluoromethyl)-2-fluorophenoxy]methyl}pyridin-4-yl)oxy]piperidin-1-yl}methyl)-4-fluoro-1-{[(2S)-oxetan-2-yl]methyl}-1H-1,3-benzodiazole-6-carboxylic acid